(((3-((2-(5-fluoroisoindolin-2-yl)-2-oxoethyl)amino)adamantan-1-yl)oxy)carbonyl)-L-valinate FC=1C=C2CN(CC2=CC1)C(CNC12CC3(CC(CC(C1)C3)C2)OC(=O)N[C@@H](C(C)C)C(=O)[O-])=O